NC1=C(C(=NN1C(C)C)C1=CC=C(C=C1)CC(NC1=CC(=NO1)CC1(CC1)C(F)(F)F)=O)C(=O)N 5-Amino-1-isopropyl-3-(4-(2-oxo-2-((3-((1-(trifluoromethyl)cyclopropyl)methyl)isoxazol-5-yl)amino)ethyl)phenyl)-1H-pyrazole-4-carboxamide